(S)-9-bromo-8-chloro-10-fluoro-4-methyl-2-((2-methylene-hexahydro-1H-pyrrolizin-7a-yl)methoxy)-5,6-dihydro-4H-[1,4]oxazepino[5,6,7-de]quinazoline BrC=1C(=C2C=3C(=NC(=NC3C1F)OC[C@]13CCCN3CC(C1)=C)N(CCO2)C)Cl